1-octyl-3-vinylimidazolium C(CCCCCCC)N1C=[N+](C=C1)C=C